COC(=O)C=1N(C2=C(C=C(C=C2C(C1)=C=O)F)C=O)C 6-fluoro-8-formyl-1-methyl-4-carbonyl-1,4-dihydroquinoline-2-carboxylic acid methyl ester